dodecane-1,12-dioic acid C(CCCCCCCCCCC(=O)O)(=O)O